Ferrous di-pyruvate C(C(=O)C)(=O)[O-].C(C(=O)C)(=O)[O-].[Fe+2]